ClC1=NC=CC=C1CC1=CC(=NN1C(=O)N(C)C)CC 5-((2-chloropyridin-3-yl)methyl)-3-ethyl-N,N-dimethyl-1H-pyrazole-1-carboxamide